N-((2-(6-((cis)-2,6-dimethylmorpholino)pyridin-2-yl)-1,6-naphthyridin-7-yl)methyl)-5-((2-hydroxyethyl)sulfonyl)-6-methylnicotinamide C[C@@H]1O[C@@H](CN(C1)C1=CC=CC(=N1)C1=NC2=CC(=NC=C2C=C1)CNC(C1=CN=C(C(=C1)S(=O)(=O)CCO)C)=O)C